tetracosanol laurate C(CCCCCCCCCCC)(=O)OCCCCCCCCCCCCCCCCCCCCCCCC